6-(4-(((2-(4-methoxybenzyl)-3-oxo-4-(trifluoromethyl)-3,5,6,7-tetrahydro-2H-cyclopenta[c]pyridazin-7-yl)methyl)-L-alanyl)piperazin-1-yl)nicotinonitrile COC1=CC=C(CN2N=C3C(=C(C2=O)C(F)(F)F)CCC3CN[C@@H](C)C(=O)N3CCN(CC3)C3=NC=C(C#N)C=C3)C=C1